(S)-4-ethyl-2-oxazolone C(C)C=1NC(OC1)=O